O=C1NC(CCC1NC1=CC(=C(C=C1OC)N1CCC(CC1)(O)CC(=O)O)F)=O 2-[1-[4-[[2,6-dioxo-3-piperidyl]amino]-2-fluoro-5-methoxy-phenyl]-4-hydroxy-4-piperidyl]acetic acid